ClC1=C(CS(=O)(=O)N2CCC(CC2)NC(=O)N)C=CC=C1 1-{1-[(2-chlorobenzyl)sulfonyl]piperidin-4-yl}urea